(S)-2-(cyanomethyl)-4-(3-(((S)-1-methylpyrrolidin-2-yl)methoxy)-5,6,7,8-tetrahydro-2,6-naphthyridin-1-yl)piperazine-1-carboxylic acid tert-butyl ester C(C)(C)(C)OC(=O)N1[C@H](CN(CC1)C1=NC(=CC=2CNCCC12)OC[C@H]1N(CCC1)C)CC#N